6-(2-azaspiro[3.3]-heptan-6-ylmethyl)-[1,2,4]triazolo[1,5-a]pyridine C1NCC12CC(C2)CC=2C=CC=1N(C2)N=CN1